OC1CCC(N(C1)C(C(C)S(=O)C)=O)C=1NC(=CN1)C1=CC=C(C=C1)C 1-(5-hydroxy-2-(5-(p-tolyl)-1H-imidazol-2-yl)piperidin-1-yl)-2-(methylsulfinyl)propan-1-one